C1(=CC=CC=C1)NC1=CC=2N(C3=CC=CC=C3C2C=C1)C1=CC=CC=C1 N,9-diphenyl-9H-carbazol-2-amine